2-((5-phenyl-1,3,4-thiadiazol-2-yl)methyl)isoindoline-1,3-dione C1(=CC=CC=C1)C1=NN=C(S1)CN1C(C2=CC=CC=C2C1=O)=O